N-[1-(4-fluorophenyl)-1H-pyrazol-3-yl]-2-oxo-1-[2-(2,2,2-trifluoroethoxy)phenyl]-1,2-dihydropyridine-3-carboxamide FC1=CC=C(C=C1)N1N=C(C=C1)NC(=O)C=1C(N(C=CC1)C1=C(C=CC=C1)OCC(F)(F)F)=O